C1(=CC=CC=C1)C(=C1OC2=C(C1P(C1=C(C=CC=C1)C)(C1=C(C=CC=C1)C)=O)C=CC(=C2)OC)C2=CC=CC=C2 (2-(diphenylmethylene)-6-methoxy-2,3-dihydrobenzofuran-3-yl)di-o-tolylphosphine oxide